S1C(=NC2=C1C=CC=C2)NC(=O)C=2C=CC=C1CCN(CC21)C2=CC=C(C(=N2)C(=O)OC(C)(C)C)C=2C(=C(OC1=CC=C(C=C1)CC(=O)O)C=CC2)C 2-(4-(3-(6-(8-(Benzo[d]thiazol-2-ylcarbamoyl)-3,4-dihydroisoquinolin-2(1H)-yl)-2-(tert-butoxycarbonyl)pyridin-3-yl)-2-methylphenoxy)phenyl)acetic acid